C(C)(=O)OC(C=C)(CCC=C(C)C)C 3,7-dimethyl-1,6-octadien-3-ol acetate